Tetrasuccinimidylglutarat C1(CCC(N1C(CC(C(=O)[O-])(N1C(CCC1=O)=O)N1C(CCC1=O)=O)(C(=O)[O-])N1C(CCC1=O)=O)=O)=O